ClC1=C(C=CC=C1)C1=CC(OC2=CC(=CC=C12)OC(C(=O)N1C[C@@H](CCC1)C(=O)N(C)C)C)=O (3R)-1-[2-[4-(2-chlorophenyl)-2-oxo-chromen-7-yl]oxypropanoyl]-N,N-dimethyl-piperidine-3-carboxamide